1-Benzyl(2-((2R)-4-(3-(1-(2,6-dioxopiperidin-3-yl)-3-methyl-2-oxo-2,3-dihydro-1H-benzo[d]imidazol-4-yl)prop-2-yn-1-yl)morpholin-2-yl)ethyl)(methyl)carbamate C(C1=CC=CC=C1)CN(C([O-])=O)CC[C@@H]1CN(CCO1)CC#CC1=CC=CC=2N(C(N(C21)C)=O)C2C(NC(CC2)=O)=O